C1(=C(C=CC=C1)B(O)O)C1=CC(=CC=C1)C1=CC=CC=C1 [1,1':3',1''-terphenyl]-2-ylboronic acid